N-(6-morpholino-2-(2-morpholinoethyl)-2H-indazol-5-yl)-3-nitrobenzamide O1CCN(CC1)C=1C(=CC2=CN(N=C2C1)CCN1CCOCC1)NC(C1=CC(=CC=C1)[N+](=O)[O-])=O